triphenyl(1,2,2-triphenyl-ethyl)silane ethyl-4-(5-(3-((2-(4-ethoxy-4-oxobutanoyl)-4-fluoro-6-methoxyisoindolin-5-yl)oxy)propoxy)-6-methoxybenzo[b]thiophen-2-yl)-4-oxobutanoate C(C)OC(CCC(=O)C1=CC2=C(S1)C=C(C(=C2)OCCCOC=2C(=C1CN(CC1=CC2OC)C(CCC(=O)OCC)=O)F)OC)=O.C2(=CC=CC=C2)[Si](C(C(C2=CC=CC=C2)C2=CC=CC=C2)C2=CC=CC=C2)(C2=CC=CC=C2)C2=CC=CC=C2